CC=1C=C2C(C=C(OC2=C(C1)C(C)NC1=C(C(=O)O)C=CC=C1)C=1C=NC(=NC1)C=1C=NN(C1)C)=O 2-((1-(6-methyl-2-(2-(1-methyl-1H-pyrazol-4-yl)pyrimidin-5-yl)-4-oxo-4H-chromen-8-yl)ethyl)amino)benzoic acid